C(CCCCCCCCCCCC=CCCCCCCCC)(=O)NCCS(=O)(=O)O N-(13-docosenoyl)taurine